C(CCCC1=C(C(=CC(=C1)C)C(C)(C)C)O)C1=C(C(=CC(=C1)C)C(C)(C)C)O butylene-bis(4-methyl-6-tert-butylphenol)